C(CCCCC(=O)OCC\C=C/CCCC)(=O)OCC(COC(CCC(OCCCC\C=C/CC)OCCCC\C=C/CC)=O)COC(=O)OCC1CN(CCC1)CC 3-((4,4-bis(((Z)-oct-5-en-1-yl)oxy)butanoyl)oxy)-2-(((((1-ethylpiperidin-3-yl)methoxy)carbonyl)oxy)methyl)propyl ((Z)-oct-3-en-1-yl) adipate